7-bromo-4-oxo-3,4-dihydroisoquinoline-1(2H)-carboxylic acid tert-butyl ester C(C)(C)(C)OC(=O)C1NCC(C2=CC=C(C=C12)Br)=O